tri(3-Cyclohexylphenyl)phosphat C1(CCCCC1)C=1C=C(C=CC1)OP(=O)(OC1=CC(=CC=C1)C1CCCCC1)OC1=CC(=CC=C1)C1CCCCC1